C1(CCC1)C1=C(C=CC=C1F)C1=C(C=CC(=C1)N1N=C(C=C1NS(=O)(=O)C)C)O[C@H]1C[C@@H](CC1)NC([C@H]1N(CC(C1)(C)C)C)=O N-[(1R,3R)-3-({2'-cyclobutyl-3'-fluoro-5-[5-(methanesulfonamido)-3-methyl-1H-pyrazol-1-yl][1,1'-biphenyl]-2-yl}oxy)cyclopentyl]-1,4,4-trimethyl-L-prolinamide